[Na+].S(=O)(=O)([O-])CCO Isethionate Sodium